CNC(=O)C=1C=CC=2N(C1)C=C(N2)N2C(C(NCC2)CCOC=2C=C(C(=O)O)C=CC2)=O 3-[2-[4-[6-(methylcarbamoyl)imidazo[1,2-a]pyridin-2-yl]-3-oxo-piperazin-2-yl]ethoxy]benzoic acid